(2,3-dihydro-1,4-benzodioxin-6-yl)-N,2-dimethyl-4-(1-methylpyrazol-4-yl)benzenesulfonamide O1CCOC2=C1C=CC(=C2)C=2C(=C(C=CC2C=2C=NN(C2)C)S(=O)(=O)NC)C